CC1(C2=CC=CC=C2C=2C=CC(=CC12)C=1C=C(C=CC1)C1=CC(=CC=C1)C1=NC(=NC(=N1)C1=CC=CC=C1)C1=CC=CC=C1)C 2-[3'-(9,9-dimethyl-9H-fluoren-2-yl)[1,1'-biphenyl]-3-yl]-4,6-diphenyl-1,3,5-Triazine